tert-Butyl (1R,5S)-3-(5-amino-4-carbamoyl-3-(7-((5-fluoro-2-methoxybenzamido)methyl)-1H-indol-4-yl)-1H-pyrazol-1-yl)-8-azabicyclo[3.2.1]octane-8-carboxylate NC1=C(C(=NN1C1C[C@H]2CC[C@@H](C1)N2C(=O)OC(C)(C)C)C2=C1C=CNC1=C(C=C2)CNC(C2=C(C=CC(=C2)F)OC)=O)C(N)=O